Cyclohexyltri-methoxysilan C1(CCCCC1)[Si](OC)(OC)OC